2-(acetylamino)-3-mercaptopropionamide C(C)(=O)NC(C(=O)N)CS